C(C)(C)(C)OC(CC=1C=2CCC2C=C2CCC12)=O.OCC1(N2[C@@H](CC(C1=O)CC2)C2=NC=CC=C2)COC (6S)-2-(hydroxymethyl)-2-(methoxymethyl)-6-(pyridin-2-yl)quinuclidin-3-one tert-butyl-2-(2-tricyclo[6.2.0.03,6]deca-1(8),2,6-trienyl)acetate